(R)-benzyl 3-(((S)-3-(3-((2-amino-2-oxoethyl)sulfonyl)phenoxy)-2-hydroxypropyl)(tert-butoxycarbonyl)amino)-1-oxa-8-azaspiro[4.5]decane-8-carboxylate NC(CS(=O)(=O)C=1C=C(OC[C@H](CN([C@H]2COC3(C2)CCN(CC3)C(=O)OCC3=CC=CC=C3)C(=O)OC(C)(C)C)O)C=CC1)=O